2,6-ditert-butyl-4-methyl-pyridine C(C)(C)(C)C1=NC(=CC(=C1)C)C(C)(C)C